2-fluoro-6-(trifluoromethyl)benzenesulfonamide FC1=C(C(=CC=C1)C(F)(F)F)S(=O)(=O)N